CO\N=C(\C1=C(C=CC=C1)O)/C1=NOCCO1 (Z)-(5,6-dihydro-[1,4,2]-dioxazine-3-yl)-(2-hydroxyphenyl)-methanone-O-methyl oxime